C(C)(=O)O[C@H]1[C@@H](SC[C@H]1OC(C)=O)N1C2=NC(=NC(=C2N=C1C=1SC=CC1)Cl)C#CCCCC (2R,3R,4S)-2-(6-Chloro-2-(hex-1-yn-1-yl)-8-(thiophen-2-yl)-9H-purin-9-yl)tetrahydrothiophene-3,4-diyl diacetate